N-[(3S)-3-Aminopyrrolidin-1-yl]sulfonyl-6-(3-fluoro-5-isobutoxyphenyl)-2-[(4S)-2,2,4-trimethylpyrrolidin-1-yl]pyridin-3-carboxamid N[C@@H]1CN(CC1)S(=O)(=O)NC(=O)C=1C(=NC(=CC1)C1=CC(=CC(=C1)OCC(C)C)F)N1C(C[C@@H](C1)C)(C)C